C(C1=CC=CC=C1)(=O)C1=CC=C(C(=O)N2CCC(CC2)CCCN2O[C@@H](C(N3C2CN(C([C@@H]3CC(C)C)=O)C3CCN(CC3)C)=O)CC(C)C)C=C1 (3R,6S)-1-(3-(1-(4-benzoylbenzoyl)piperidin-4-yl)propyl)-3,6-diisobutyl-8-(1-methylpiperidin-4-yl)tetrahydropyrazino[2,1-c][1,2,4]oxadiazine-4,7(3H,6H)-dione